tert-Butyl (1R*,3R*,5S*)-3-(acetylthio)-8-azabicyclo[3.2.1]octane-8-carboxylate C(C)(=O)SC1C[C@H]2CC[C@@H](C1)N2C(=O)OC(C)(C)C |o1:6,9|